4-(2-methyl-2,5-diazahex-5-yl)benzoic acid CN(C)CCN(C)C1=CC=C(C(=O)O)C=C1